C(C)N(C(=O)[C@H]1CN([C@@H]2CC3C4=C(C2=C1)C=CC=C4NC3)C)CC (6aR,9R)-N,N-diethyl-7-methyl-4,5,5a,6,6a,7,8,9-octahydroindolo[4,3-fg]quinoline-9-carboxamide